N-[5-(2,2-difluorocyclopropyl)-1H-pyrazol-3-yl]Formamide FC1(C(C1)C1=CC(=NN1)NC=O)F